3-(5-methylisoxazol-3-yl)-6-((6-(oxetane-3-yl)-5,6,7,8-tetrahydro-1,6-naphthyridin-2-yl)methoxy)-[1,2,4]triazolo[4,3-b]pyridazine-7-carbonitrile CC1=CC(=NO1)C1=NN=C2N1N=C(C(=C2)C#N)OCC2=NC=1CCN(CC1C=C2)C2COC2